((1s,4s)-4-(dibenzylamino) cyclohexyl) carbamate C(N)(OC1CCC(CC1)N(CC1=CC=CC=C1)CC1=CC=CC=C1)=O